2-bromo-4-oxo-7H-pyrazolo[1,5-c][1,3]thiazine-5-carboxylic acid methyl ester COC(=O)C1C(C=2N(CS1)N=C(C2)Br)=O